FC([C@@]([C@@H](C(=O)NO)NC(C1=CC=C(C=C1)C#C\C=C\C)=O)(C)O)F N-((2S,3S)-4,4-difluoro-3-hydroxy-1-(hydroxyamino)-3-methyl-1-oxobutan-2-yl)-4-((E)-pent-3-en-1-yn-1-yl)benzamide